N,N'-bis(2,6-diisopropylphenyl)pyrazine-2,3-diamine C(C)(C)C1=C(C(=CC=C1)C(C)C)NC1=NC=CN=C1NC1=C(C=CC=C1C(C)C)C(C)C